C/C=C(\\C)/C(=O)NCC(=O)O The molecule is an N-acylglycine that is glycine with an amine hydrogen substituted by a 2-methylbut-2-enoyl (tiglyl) group. It has a role as a metabolite. It derives from a glycine.